ClC1=CC=C(C(=N1)CNC)N1CCOCC1 1-(6-chloro-3-morpholinylpyridin-2-yl)-N-methylmethanamine